2H-quinoline N1CC=CC2=CC=CC=C12